C=1(C(=CC(=CC1)O)O)O 1,2,4-benzenetriol